1,3-Di-methylimidazolium acetat C(C)(=O)[O-].CN1C=[N+](C=C1)C